ethyl 6-((1-(1-(4-chloro-3-fluorophenyl)-3,3-dimethyl-2,3-dihydro-1H-pyrrolo[3,2-b]pyridine-5-carbonyl)piperidin-3-yl)(methyl)amino)nicotinate ClC1=C(C=C(C=C1)N1CC(C2=NC(=CC=C21)C(=O)N2CC(CCC2)N(C2=NC=C(C(=O)OCC)C=C2)C)(C)C)F